C(C)(C)C1=C(C(=CC=C1)C(C)C)N1C(=NC2=CC(=C(C=C2C1=O)/C=C/C(=O)OCC)F)CC (E)-ethyl 3-(3-(2,6-diisopropylphenyl)-2-ethyl-7-fluoro-4-oxo-3,4-dihydroquinazolin-6-yl)acrylate